4-(3-(1-(4-methylbenzenesulfonyl)-1H-indol-3-yl)pyrrolidin-1-yl)butanamide CC1=CC=C(C=C1)S(=O)(=O)N1C=C(C2=CC=CC=C12)C1CN(CC1)CCCC(=O)N